Cl.Cl.C1(CC1)N([C@@H]1CNC[C@@H]1F)C |o1:6,10| (3R*,4S*)-N-cyclopropyl-4-fluoro-N-methylpyrrolidin-3-amine-2HCl